ethyl 2-(3-methylimidazo[1,5-a]pyridin-1-yl)pyrimidine-5-carboxylate CC1=NC(=C2N1C=CC=C2)C2=NC=C(C=N2)C(=O)OCC